ClC1=CC=C(C=C1)NC=1C=NC=CC1NC(=O)C=1C=NC(=CC1)CN1CCOCC1 N-{3-[(4-Chlorophenyl)amino]pyridin-4-yl}-6-(morpholin-4-ylmethyl)pyridine-3-carboxamide